3-fluoro-4-(6-(trifluoromethyl)pyridin-2-yl)benzaldehyde FC=1C=C(C=O)C=CC1C1=NC(=CC=C1)C(F)(F)F